(R)-4-((3-acrylamido-3-methylpiperidin-1-yl)methyl)-N-(4-(4-morpholino-7H-pyrrolo[2,3-d]pyrimidin-6-yl)phenyl)picolinamide C(C=C)(=O)N[C@]1(CN(CCC1)CC1=CC(=NC=C1)C(=O)NC1=CC=C(C=C1)C1=CC2=C(N=CN=C2N2CCOCC2)N1)C